O1CC[C@@H](C2=CC=CC=C12)NC(=O)C1=CC2=C(N=C(S2)C2=C(C=NC=C2)C)C=C1 (S)-N-(chroman-4-yl)-2-(3-methylpyridin-4-yl)benzo[d]thiazole-6-carboxamide